BrC1=CC=CC2=C1N=C(O2)CC2=C(C=C(C=C2)Cl)F 4-Bromo-2-(4-chloro-2-fluorobenzyl)benzo[d]oxazole